ClC=1C=C(C=CC1)N1C(C=CC1=O)=O N-3-chlorophenylmaleimide